benzyl ((7-phenyl-3-azabicyclo[4.1.0]heptan-7-yl)methyl)carbamate C1(=CC=CC=C1)C1(C2CCNCC12)CNC(OCC1=CC=CC=C1)=O